1,3,5-tris(4-(1,3-dioxoisoindolin-2-yl)phenyl)-1,3,5-triazinane-2,4,6-trione O=C1N(C(C2=CC=CC=C12)=O)C1=CC=C(C=C1)N1C(N(C(N(C1=O)C1=CC=C(C=C1)N1C(C2=CC=CC=C2C1=O)=O)=O)C1=CC=C(C=C1)N1C(C2=CC=CC=C2C1=O)=O)=O